(2S,4R)-4-(4-(trifluoromethyl)benzyl)pyrrolidine-1,2-dicarboxylic acid 2-benzyl ester 1-(tert-butyl) ester C(C)(C)(C)OC(=O)N1[C@@H](C[C@H](C1)CC1=CC=C(C=C1)C(F)(F)F)C(=O)OCC1=CC=CC=C1